3-cyclopropyl-5-[5-[(1R)-1-(3,5-dimethylpyridazin-4-yl)ethoxy]-1H-indazol-3-yl]benzonitrile C1(CC1)C=1C=C(C#N)C=C(C1)C1=NNC2=CC=C(C=C12)O[C@H](C)C1=C(N=NC=C1C)C